1-(heptan-4-yl)isoquinoline CCCC(CCC)C1=NC=CC2=CC=CC=C12